OCC1(CCC(CC1)NC(OC(C)(C)C)=O)OC Tert-butyl [cis-4-(hydroxymethyl)-4-methoxycyclohexyl]carbamate